ClC1=C(C(=CC=C1)Cl)CC(=O)NC1=CC(=NC=C1)N(C(C)=O)C1=C(C(=CC=C1)F)F N-{4-[2-(2,6-dichlorophenyl)acetamido]pyridin-2-yl}-N-(2,3-difluorophenyl)acetamide